[C@H]12CN(C[C@H](CC1)N2)C2=NC(N(C1=C(C(=C(C=C21)Cl)C2=CC(=CC1=CC=CC=C21)O)F)CCCN(C)C)=O 4-((1R,5S)-3,8-diazabicyclo[3.2.1]octan-3-yl)-6-chloro-1-(3-(dimethylamino)propyl)-8-Fluoro-7-((S or R)-3-hydroxynaphthalen-1-yl)quinazolin-2(1H)-one